CC1=CC=CC(=C1C(=O)NC=1C=CC=C2C=CC=NC12)C=C 6-methyl-N-(quinolin-8-yl)-2-vinylbenzamide